propyl-imidazole bis(trifluoromethanesulfonyl)imide salt [N-](S(=O)(=O)C(F)(F)F)S(=O)(=O)C(F)(F)F.C(CC)C=1NC=CN1